1-(4-(1H-pyrazol-1-yl)benzyl)-5-(2-(methylsulfonyl)-6-(trifluoromethyl)pyrimidin-4-yl)pyridin-2(1H)-one N1(N=CC=C1)C1=CC=C(CN2C(C=CC(=C2)C2=NC(=NC(=C2)C(F)(F)F)S(=O)(=O)C)=O)C=C1